imidazo[1,2-a]imidazole-2-carboxylic acid N=1C=2N(CC1C(=O)O)C=CN2